[W](O)(O)(O)O.[Ni] nickel-tungsten hydroxide